CN(C1=CC=C(C=C1)/C=C/C(=O)C1=CC=C(C=C1)O)C (E)-3-(4-(dimethylamino)phenyl)-1-(4-hydroxyphenyl)prop-2-en-1-one